FC(C(F)(F)F)(O[Si](OC(C(F)(F)F)(F)F)(OC(C(F)(F)F)(F)F)C(C(C(S(=O)(=O)C(C(C(C(C(C(C(C(F)(F)F)(F)F)(F)F)(F)F)(F)F)(F)F)(F)F)(F)F)(F)F)(F)F)(F)F)F perfluorooctanesulfonylpropyl-triethoxysilane